(3E)-9,9-diethoxy-3-nonen-1-ol C(C)OC(CCCC/C=C/CCO)OCC